trimethyl-t-butyl-phosphonium hydroxide [OH-].C[P+](C(C)(C)C)(C)C